BrC1=C2C=CN(C2=C(C=C1Cl)Cl)C(=O)OC(C)(C)C tert-butyl 4-bromo-5,7-dichloro-1H-indole-1-carboxylate